2,4-dichloro-7H-pyrrolo-(2,3-d)pyrimidine ClC=1N=C(C2=C(N1)NC=C2)Cl